2-carbamoyl-4-((S)-4,4-difluoro-1-((S)-1-((5-fluoropyridin-2-yl)amino)-1-oxopropan-2-yl)piperidin-3-yl)pyridin-1-oxide C(N)(=O)C1=[N+](C=CC(=C1)[C@H]1CN(CCC1(F)F)[C@H](C(=O)NC1=NC=C(C=C1)F)C)[O-]